N-phenyl-tetrachlorophthalimide C1(=CC=CC=C1)N1C(C=2C(C1=O)=C(C(=C(C2Cl)Cl)Cl)Cl)=O